Benzyl (S)-3-amino-2-(((benzyloxy)carbonyl)amino)propanoate NC[C@@H](C(=O)OCC1=CC=CC=C1)NC(=O)OCC1=CC=CC=C1